O=S1(CC(C1)C1CCN(CC1)C1=C(C=C(C=C1F)N1C(O[C@H](C1)CNC(CCC)=O)=O)F)=O (S)-N-((3-(4-(4-(1,1-dioxidothietan-3-yl)piperidin-1-yl)-3,5-difluorophenyl)-2-oxooxazolidin-5-yl)methyl)butyramide